C(C=C)(=O)N1[C@H](CN(CC1)C1=NC(=NC=2C[C@@H](CCC12)N1CC(C2=CC=C(C=C12)F)(C)C)N1CC(C1)N(C)C)CC#N 2-((S)-1-Acryloyl-4-((R)-2-(3-(dimethylamino)azetidin-1-yl)-7-(6-fluoro-3,3-dimethylindolin-1-yl)-5,6,7,8-tetrahydroquinazolin-4-yl)piperazin-2-yl)acetonitrile